O[C@H]1C[C@@H]2CN([C@H]1C2)C(=O)OCC2=CC=CC=C2 (1S,4R,6S)-benzyl 6-hydroxy-2-aza-bicyclo[2.2.1]heptane-2-carboxylate